COC1=CC=C(C=C1)CC=1N(C=2C(=C3CC[C@@H](NC3=CC2)C)N1)C1CCNCC1 (7S)-2-[(4-Methoxyphenyl)methyl]-7-methyl-3-(piperidin-4-yl)-3H,6H,7H,8H,9H-imidazo[4,5-f]chinolin